CN1C(CCC2=CC(=CC=C12)C=1C=C(C=NC1)CNC(=O)C=1C=NOC1C(F)(F)F)=O 5-Trifluoromethyl-isoxazole-4-carboxylic acid [5-(1-methyl-2-oxo-1,2,3,4-tetrahydro-quinolin-6-yl)-pyridin-3-ylmethyl]-amide